4-[(6,10-Dihydro-5,10-dimethyl-6-oxo-5H-pyrimido[5,4-b]thieno[3,2-e][1,4]diazepin-2-yl)amino]benzenesulfonamide CN1C2=C(N(C3=C(C1=O)SC=C3)C)N=C(N=C2)NC2=CC=C(C=C2)S(=O)(=O)N